4-((N-(3-carbamoylphenyl)-3-fluorobicyclo[1.1.1]pentane-1-carboxamido)methyl)bicyclo[2.2.2]octane-1-carboxylic acid C(N)(=O)C=1C=C(C=CC1)N(C(=O)C12CC(C1)(C2)F)CC21CCC(CC2)(CC1)C(=O)O